O=C1NC(CCC1N1C(C2=CC=C(C=C2C1=O)C1(CCN(CC1)CC=1C=C2N=CC=NC2=CC1)O)=O)=O 2-(2,6-dioxopiperidin-3-yl)-5-(4-hydroxy-1-(quinoxalin-6-ylmethyl)piperidin-4-yl)isoindoline-1,3-dione